γ-methacryloyloxypropyldipropoxymethylsilane C(C(=C)C)(=O)OCCC[SiH2]C(OCCC)OCCC